N,N-di-2-ethylhexylbenzothiazolyl-sulphenamide CCN(SC=1SC2=C(N1)C(=CC=C2)CCCCCC)CC